CC(C)(C(C)(C)C1=CC=CC=C1)C1=CC=CC=C1 2,3-dimethyldiphenylbutane